C(\C=C\C(=O)O)(=O)O.COC=1C=C2C=CN(C2=CC1)C[C@@H](C)N(C)C [(2R)-1-(5-methoxy-1H-indol-1-yl)propan-2-yl]dimethylamine fumarate salt